N1(CCCCC1)C/C=C/C(=O)Cl (E)-4-(piperidine-1-yl)-2-butenoyl chloride